FC(C1=C(C=C2CCCN(C2=C1)C=1C=2C=C(C(N(C2C=C(C1)C(C)C)C)=O)C)C=1C=CC(=NC1)C(=O)[O-])F.[Li+].SC1(N=CC=N1)CO 2-mercaptoimidazolemethanol Lithium 5-(7-(difluoromethyl)-7'-isopropyl-1',3'-dimethyl-2'-oxo-1',2',3,4-tetrahydro-2H-[1,5'-biquinolin]-6-yl)picolinate